(E)-3-bromo-5-((1-hydroxy-2-methylpropyl-imino)meth-yl)phenyl isobutyrate C(C(C)C)(=O)OC1=CC(=CC(=C1)/C=N/C(C(C)C)O)Br